1-hydroxypropyl-3-hydroxybutyl-imidazole bromide salt [Br-].OC(CC)C=1N=C(NC1)CCC(C)O